C(C)OC(=O)C1=CC=2CNCCC2O1 4,5,6,7-Tetrahydrofuro[3,2-c]pyridine-2-carboxylic acid ethyl ester